3,3'-ethylenebis(5-amino-1H-1,2,4-triazole) C(CC1=NNC(=N1)N)C1=NNC(=N1)N